O=C1NC(CCC1N1C(C=2C=CC=C(C2C1=O)S(=O)(=O)N)=O)=O 2-(2,6-dioxopiperidin-3-yl)-1,3-dioxoisoindoline-4-sulfonamide